OC=1C(=NC=C(C1)C1=CC=NO1)C(=O)O 3-hydroxy-5-(isoxazol-5-yl)picolinic acid